COC(C(=C)C1=CC(=C(C(=C1)C(C)(C)C)O)C(C)(C)C)=O 3,5-di-tert-butyl-4-hydroxyphenyl-acrylic acid methyl ester